C(C)(C)C(COCC)(COCC)CCC(C)C 2-isopropyl-2-isoamyl-1,3-diethoxypropane